3,3'-iminobis(5-hexyl-1,2,4-triazole) N(C1=NNC(=N1)CCCCCC)C1=NNC(=N1)CCCCCC